5-chloro-6-(4-(oxetan-3-yl)-2H-1,2,3-triazol-2-yl)pyridin-3-amine ClC=1C=C(C=NC1N1N=CC(=N1)C1COC1)N